FC1=C(C(=C2C=CN(C2=C1)S(=O)(=O)C1=CC=C(C)C=C1)SC)OC=1C=C(C=CC1)C1=NN(C=N1)CC=1C=C(C=CC1)CCC(=O)OCC ethyl 3-(3-((3-(3-((6-fluoro-4-(methylthio)-1-tosyl-1H-indol-5-yl)oxy)phenyl)-1H-1,2,4-triazol-1-yl)methyl)phenyl)propanoate